vinyl-bis(n-pentyloxy)methylsilane ((1R,2R)-2-phenylcyclopropyl)methyl-((2-(2,6-dioxopiperidin-3-yl)-3-oxoisoindolin-5-yl)methyl)carbamate C1(=CC=CC=C1)[C@H]1[C@@H](C1)CN(C(O)=O)CC=1C=C2C(N(CC2=CC1)C1C(NC(CC1)=O)=O)=O.C(=C)[SiH2]C(OCCCCC)OCCCCC